lithium silicon alloyl-carbon C(C=C)(=O)[C].[Si].[Li]